2,3-dihydro-1-[(1-methylethyl)sulfonyl]-1H-indole-6-carboxylic acid CC(C)S(=O)(=O)N1CCC2=CC=C(C=C12)C(=O)O